4,5-diamino-1-ethyl-3-(4'-methoxyphenyl)-pyrazole NC=1C(=NN(C1N)CC)C1=CC=C(C=C1)OC